5-(3-fluorophenyl)-3-(1-isopropyl-benzotriazol-5-yl)-1,2,4-oxadiazole FC=1C=C(C=CC1)C1=NC(=NO1)C1=CC2=C(N(N=N2)C(C)C)C=C1